N1=CC(=CC=C1)CN1N=C(C=C1)C=1C=C(C=C(C1)C1=CC=CC=C1)N1CCS(CC1)(=O)=O 4-(5-(1-(pyridin-3-ylmethyl)-1H-pyrazol-3-yl)-[1,1'-biphenyl]-3-yl)thiomorpholine 1,1-dioxide